CC1=NN2C=3C(CCN(C3C=NC2=C1)C(=O)OC(C)(C)C)C(=O)OCC 10-tert-butyl 13-ethyl 4-methyl-2,3,7,10-tetra-azatricyclo[7.4.0.02,6]trideca-1(9),3,5,7-tetraene-10,13-dicarboxylate